S(C1=C(C(=C(C(=O)OC)C(=C1F)F)F)F)C1=C(C(=C(C(=O)OC)C(=C1F)F)F)F dimethyl 4,4'-thiobis(2,3,5,6-tetrafluorobenzoate)